N-(6-aminohexyl)-aminopropyltrimethoxysilane NCCCCCCNCCC[Si](OC)(OC)OC